NC1=NC(=CC(=N1)N1CCC2(C[C@H](NC2)C(=O)O)CC1)O[C@@H](C(F)(F)F)C=1C=C(C=CC1N1N=C(C=C1)C)C1=CC(=C(C=C1)F)F (S)-8-(2-amino-6-((R)-1-(3',4'-difluoro-4-(3-methyl-1H-pyrazol-1-yl)-[1,1'-biphenyl]-3-yl)-2,2,2-trifluoroethoxy)pyrimidin-4-yl)-2,8-diazaspiro[4.5]decane-3-carboxylic acid